CC1(N(C(OC2=C1C=CC(=C2)OC=2N=NC=CC2)=O)CC=2C(=C(C=CC2)NC(OC(C)(C)C)=O)F)C tert-butyl N-(3-{[4,4-dimethyl-2-oxo-7-(pyridazine-3-yloxy)-3,4-dihydro-2H-1,3-benzoxazin-3-yl]methyl}-2-fluorophenyl)carbamate